C(C)(C)C=1C2=C(C(N(C1)C([2H])([2H])[2H])=O)C(=CS2)C 7-isopropyl-3-methyl-5-(methyl-d3)thieno[3,2-c]pyridin-4(5H)-one